CC1=CC=C(C=C1)N1N=CC(=C1C(F)(F)F)C(=O)NN=CC1=CC=C(C=C1)C 1-p-methylphenyl-5-trifluoromethyl-N'-(1-(4-methylphenyl)methylene)-1H-pyrazole-4-carboxylic acid hydrazide